ClC=1C(=NN(C1)C(F)F)C1=NC(=NC=C1C(F)(F)F)N[C@@H]1CC[C@H](CC1)N(C(=O)NCC(F)F)C1=NC=C(N=C1)C=1C=NN(C1)C 1-(trans-4-((4-(4-chloro-1-(difluoromethyl)-1H-pyrazol-3-yl)-5-(trifluoromethyl)-pyrimidin-2-yl)amino)cyclohexyl)-3-(2,2-difluoroethyl)-1-(5-(1-methyl-1H-pyrazol-4-yl)pyrazin-2-yl)urea